C(C=C)(=O)N1C[C@@H](N(C[C@H]1C)C1=NC(N2C3=C(C(=C(C=C13)C(F)(F)F)C1=CC(=C(C=C1)F)Cl)SCC1(C2)COC1)=O)C 8'-((2S,5R)-4-acryloyl-2,5-dimethylpiperazin-1-yl)-11'-(3-chloro-4-fluorophenyl)-10'-(trifluoromethyl)-2'H,4'H,6'H-spiro[oxetane-3,3'-[1,4]thiazepino[2,3,4-ij]quinazolin]-6'-one